Ethyl-(2S)-2-[4-chloro-2-(4-ethoxy-4,5-dihydroisoxazol-3-yl)phenoxy]butanoat C(C)OC([C@H](CC)OC1=C(C=C(C=C1)Cl)C1=NOCC1OCC)=O